Benzyl(4-hydroxyphenyl)methylsulfonium Tetrakis(pentafluorophenyl)borate FC1=C(C(=C(C(=C1[B-](C1=C(C(=C(C(=C1F)F)F)F)F)(C1=C(C(=C(C(=C1F)F)F)F)F)C1=C(C(=C(C(=C1F)F)F)F)F)F)F)F)F.C(C1=CC=CC=C1)[SH+]CC1=CC=C(C=C1)O